C(C)(=O)OC\C=C\COC(C)=O (E)-but-2-ene-1,4-diyl diacetate